C(C)(C)(C)N(C(=O)OC[C@@H]1[C@H]([C@]([C@@H](O1)N1C(=O)N=C(N)C=C1)(O)Br)O)C=1SC=C(N1)C=CC1=CC=C(C=C1)N(C(C)=O)C 2'-bromocytidine tert-butyl-(4-(4-(N-methylacetamido)styryl)thiazol-2-yl)carbamate